4-(5-chloro-2-isopropylaminopyridin-4-yl)-1H-pyrrole-2-carboxylic acid ClC=1C(=CC(=NC1)NC(C)C)C=1C=C(NC1)C(=O)O